ClC1=C(C=CC(=C1)F)[C@H]1C(=C(NC(=N1)C=1SC=CN1)CN1[C@@H]([C@H]2C[C@H]2C1)C(=O)O)C(=O)OC (1S,2S,5R)-3-(((R)-6-(2-chloro-4-fluorophenyl)-5-(methoxycarbonyl)-2-(thiazol-2-yl)-3,6-dihydropyrimidin-4-yl)methyl)-3-azabicyclo[3.1.0]hexane-2-carboxylic acid